2-(7-(3-fluoro-5-methoxy-4-((4-trityl-4H-1,2,4-triazol-3-yl)methoxy)phenyl)-1-methyl-2-oxo-1,2-dihydro-3H-imidazo[4,5-c]pyridin-3-yl)-N-(4-fluorophenyl)acetamide FC=1C=C(C=C(C1OCC1=NN=CN1C(C1=CC=CC=C1)(C1=CC=CC=C1)C1=CC=CC=C1)OC)C=1C2=C(C=NC1)N(C(N2C)=O)CC(=O)NC2=CC=C(C=C2)F